5,10,15,20-tetra(4-pyridyl)porphyrin cobalt [Co].N1=CC=C(C=C1)C=1C2=CC=C(N2)C(=C2C=CC(C(=C3C=CC(=C(C=4C=CC1N4)C4=CC=NC=C4)N3)C3=CC=NC=C3)=N2)C2=CC=NC=C2